C(C)OC1CN(C1)[C@H]1[C@H](CCCC1)OC=1C=C2CN(C(C2=CC1)=O)C1C(NC(CC1)=O)=O 3-(5-(((1S,2R)-2-(3-ethoxyazetidin-1-yl)cyclohexyl)oxy)-1-oxoisoindolin-2-yl)piperidine-2,6-dione